NC1=CC=C(C=C1)CCCC(=O)O 4-(4-Aminophenyl)butyric acid